5-(((2-(2,6-dioxopiperidin-3-yl)-1,3-dioxoisoindol-4-yl)amino)pentyl)-1-(ethylcarbamoyl)-4-(4-fluorophenyl)pyrrolidine-3-carboxamide O=C1NC(CCC1N1C(C2=CC=CC(=C2C1=O)NCCCCCC1C(C(CN1C(NCC)=O)C(=O)N)C1=CC=C(C=C1)F)=O)=O